phenyldibenzofuranyl-[phenyl(dimethylfluorenyl)triazinyl]benzene tert-butyl-(2S)-4-allyl-2-(4-bromo-2-(hex-5-en-1-yloxy)phenyl)-4-hydroxypiperidine-1-carboxylate C(C)(C)(C)OC(=O)N1[C@@H](CC(CC1)(O)CC=C)C1=C(C=C(C=C1)Br)OCCCCC=C.C1(=CC=CC=C1)C=1C(=C(C=CC1)C1=NN=NC(=C1C1=C(C(=CC=2C3=CC=CC=C3CC12)C)C)C1=CC=CC=C1)C1=CC=CC=2OC3=C(C21)C=CC=C3